C(C)(C)(C)OC(NCC(=O)C1=C(C(=CC(=C1)Cl)OCC1=CC=CC=C1)C(N(C(C)C)C(C)C)=O)=O (2-(3-(Benzyloxy)-5-chloro-2-(diisopropylcarbamoyl)phenyl)-2-oxoethyl)carbamic acid tert-butyl ester